CC(CCC)[O-] 2-Pentanolat